(S)-2-amino-3-(1H-indol-3-yl)-N-methylpropanamide N[C@H](C(=O)NC)CC1=CNC2=CC=CC=C12